3-fluoro-N-{4-fluoro-3-[5-(1-methyl-1H-pyrazol-4-yl)-2H-pyrazolo[3,4-b]pyridin-2-yl]phenyl}azetidine-1-carboxamide FC1CN(C1)C(=O)NC1=CC(=C(C=C1)F)N1N=C2N=CC(=CC2=C1)C=1C=NN(C1)C